N-((3S,4S)-3-((6-(2,6-dichloro-3,5-dimethoxyphenyl)-8-(4-hydroxy-4-methylpiperidin-1-yl)pyrido[3,4-d]pyrimidin-2-yl)amino)tetrahydro-2H-pyran-4-yl)acrylamide ClC1=C(C(=C(C=C1OC)OC)Cl)C1=CC2=C(N=C(N=C2)N[C@@H]2COCC[C@@H]2NC(C=C)=O)C(=N1)N1CCC(CC1)(C)O